Cl.F[C@@H]1COCC[C@H]1N (3S,4R)-3-fluorooxan-4-amine hydrochloride